4-aminoazobenzene-3,4'-disulfonic acid C1=CC(=CC=C1N=NC2=CC(=C(C=C2)N)S(=O)(=O)O)S(=O)(=O)O